DL-glucamine NC[C@H](O)[C@@H](O)[C@H](O)[C@H](O)CO |r|